C(CCC)[Sn](C=1SC2=C(N1)CCCC2)(CCCC)CCCC 2-(Tributylstannyl)-4,5,6,7-Tetrahydrobenzo[d]thiazole